CC=1C=C(C=CC1)C1C2(C3=CC=CC=C3C1)CCC(CC2)=O 2'-(3-methylphenyl)-2',3'-dihydrospiro[cyclohexane-1,1'-indene]-4-one